F[C@@H]1[C@H](C1)C1=NC(=NO1)C=1C=CC(=C(C1)NC(=O)C1=CN=C2C=C3[C@H](OCC3=CN12)C)C |o1:24| (6R*)-N-[5-[5-[(1R,2S)-2-fluorocyclopropyl]-1,2,4-oxadiazol-3-yl]-2-methyl-phenyl]-6-methyl-5-oxa-1,10-diazatricyclo[7.3.0.03,7]dodeca-2,7,9,11-tetraene-12-carboxamide